C(C)(C)C1=CC=C(C=C1)NC1=NS(C2=C(N1)C(=CC=C2)C(=C)C)(=O)=O 3-((4-isopropylphenyl)amino)-5-(prop-1-en-2-yl)-4H-benzo[e][1,2,4]thiadiazine 1,1-dioxide